COC=1C=CC=C2CC(NC12)=S 7-methoxy-indoline-2-thione